C1=C(C=CC2=CC=CC=C12)COC=1C=C2C=CNC2=CC1 5-(naphthalen-2-ylmethoxy)-1H-indole